3-(4-chlorophenyl)1-(1,1-dimethylethyl)-1H-pyrazolo[3,4-d]pyrimidin-4-amine ClC1=CC=C(C=C1)C1=NN(C2=NC=NC(=C21)N)C(C)(C)C